ethyl (2Z)-2-[(Z)-5-chloro-4-[(2R)-2-{[(3-chloropyridin-2-yl)oxy]methyl}pyrrolidin-1-yl]-2-fluorobenzoyl]-3-ethoxyprop-2-enoate ClC=1C(=CC(=C(C(=O)/C(/C(=O)OCC)=C/OCC)C1)F)N1[C@H](CCC1)COC1=NC=CC=C1Cl